FC=1C(=C2CNC(C2=C(C1)NC1=NC=C(C=C1)N1CCC(CC1)O)=O)C1=C2C(=NC=C1)N(C=C2)C 5-fluoro-7-[[5-(4-hydroxy-1-piperidinyl)-2-pyridinyl]amino]-4-(1-methylpyrrolo[2,3-b]pyridin-4-yl)isoindolin-1-one